C(C)(C)(C)NS(=O)(=O)C1=C(C=CC(=C1)C)CCO N-(tert-butyl)-2-(2-hydroxyethyl)-5-methylbenzenesulfonamide